Ethyl 3-((3-sulfamoylphenyl) amino)-3-oxopropanoate S(N)(=O)(=O)C=1C=C(C=CC1)NC(CC(=O)OCC)=O